1-(6-hydroxyhexyl)-N,N-bis(4-methoxybenzyl)-1H-pyrazole-3-sulfonamide OCCCCCCN1N=C(C=C1)S(=O)(=O)N(CC1=CC=C(C=C1)OC)CC1=CC=C(C=C1)OC